4-Bromo-3-methyl-1-((2-(trimethylsilyl)ethoxy)methyl)-1H-pyrrolo[2,3-b]pyridine BrC1=C2C(=NC=C1)N(C=C2C)COCC[Si](C)(C)C